1,3-di(isocyanatomethyl)cyclohexane N(=C=O)CC1CC(CCC1)CN=C=O